(4-hydroxy-3,5-di-tert-butylphenyl)propionic acid OC1=C(C=C(C=C1C(C)(C)C)C(C(=O)O)C)C(C)(C)C